C(C)N(CCOC1=C(C2=CC=CC=C2C=C1)SC1=C(C=CC2=CC=CC=C12)OC)CC N,N-diethyl-2-((1-((2-methoxynaphthalen-1-yl)thio)naphthalen-2-yl)oxy)ethan-1-amine